FC1=CC=C2C(=NN(C2=C1)C=1C=NC=CC1)C(C)N1N=C(C=2C1=NC=NC2N)C (1-(6-fluoro-1-(pyridin-3-yl)-1H-indazol-3-yl)ethyl)-3-methyl-1H-pyrazolo[3,4-d]pyrimidin-4-amine